BrC=1C=CC2=C(N=C(S2)C23CN(C(CC2)C3)C)C1 5-bromo-2-(2-methyl-2-azabicyclo[2.2.1]heptan-4-yl)-1,3-benzothiazole